(9Z)-9,13-tetradecadiene-11-ynaldehyde C(CCCCCCC\C=C/C#CC=C)=O